CC1N(C(CC1)=O)CC(=O)N 2-(2-methyl-5-oxo-pyrrolidin-1-yl)acetamide